C1(CC1)C(C(F)(F)F)OC1=CC(=C2C(=N1)N(C=N2)C)NC2=NC=NC(=C2)N N4-[5-(1-cyclopropyl-2,2,2-trifluoro-ethoxy)-3-methyl-imidazo[4,5-b]pyridin-7-yl]pyrimidine-4,6-diamine